ClC=1C=C(C=C(C1F)Cl)C1(CC(=NO1)C1=CC=C(C2=C1CCO2)CNC(CC)=O)C(F)(F)F N-[[4-[5-(3,5-dichloro-4-fluoro-phenyl)-5-(trifluoromethyl)-4H-isoxazol-3-yl]-2,3-dihydrobenzofuran-7-yl]methyl]propanamide